6,6'-(naphthalen-2-ylazanediyl)bis(2-methyl-N-(quinolin-8-yl)benzamide) C1=C(C=CC2=CC=CC=C12)N(C1=CC=CC(=C1C(=O)NC=1C=CC=C2C=CC=NC12)C)C1=CC=CC(=C1C(=O)NC=1C=CC=C2C=CC=NC12)C